CN(CCCN(C(=O)O[C@H](C(=O)OCCCCCCCC\C=C/C\C=C/CCCCC)CC(=O)OCCCCCCCC\C=C/C\C=C/CCCCC)C)C Di((9Z,12Z)-octadeca-9,12-dien-1-yl) (S)-2-(((3-(dimethylamino)propyl)(methyl)-carbamoyl)oxy)succinate